ClC1=CC=C(C(=N1)C(=O)NS(=O)(=O)C)N[C@H](C)C=1C=C(C=C2C(N(C(=NC12)N1CCC(CC1)C1=NN(C=C1F)C)C)=O)C (R)-6-chloro-3-((1-(2-(4-(4-fluoro-1-methyl-1H-pyrazol-3-yl)piperidin-1-yl)-3,6-dimethyl-4-oxo-3,4-dihydroquinazolin-8-yl)ethyl)amino)-N-(methylsulfonyl)picolinamide